(1R,3S)-3-(3-{[(2-methyl-1,3-oxazol-5-yl)acetyl]amino}-1H-pyrazol-5-yl)cyclopentyl propylcarbamate C(CC)NC(O[C@H]1C[C@H](CC1)C1=CC(=NN1)NC(CC1=CN=C(O1)C)=O)=O